platinum bis(divinyltetramethyldisiloxane) C(=C)[Si](O[Si](C)(C)C)(C)C=C.C(=C)[Si](O[Si](C)(C)C)(C)C=C.[Pt]